3-(4-chlorophenyl)-N-((2-(2,6-dioxopiperidin-3-yl)-1-oxoisoindolin-5-yl)methyl)-1H-pyrazole-5-carboxamide ClC1=CC=C(C=C1)C1=NNC(=C1)C(=O)NCC=1C=C2CN(C(C2=CC1)=O)C1C(NC(CC1)=O)=O